C1(CCCC1)NC(=O)C1CCNCC1 N-cyclopentylpiperidine-4-carboxamide